6-(4-(N-methyl-N-((3-oxo-4-(trifluoromethyl)-3,5,6,7-tetrahydro-2H-cyclopenta[c]pyridazin-7-yl)methyl)-L-alaninyl)piperazin-1-yl)nicotinonitrile CN([C@@H](C)C(=O)N1CCN(CC1)C1=NC=C(C#N)C=C1)CC1CCC=2C1=NNC(C2C(F)(F)F)=O